6-(hydroxymethyl)-2-methylisoindolin-1-one OCC1=CC=C2CN(C(C2=C1)=O)C